5-bromo-2-cyanopyridin-3-yl 4,6-di-O-acetyl-3-azido-3-deoxy-2-O-methyl-1-thio-beta-D-galactopyranoside C(C)(=O)O[C@@H]1[C@@H]([C@H]([C@H](SC=2C(=NC=C(C2)Br)C#N)O[C@@H]1COC(C)=O)OC)N=[N+]=[N-]